4-[4-hydroxy-3-(hydroxymethyl)butyl]piperidine-1-carboxylic acid tert-butyl ester C(C)(C)(C)OC(=O)N1CCC(CC1)CCC(CO)CO